ClC=1C(=CC=C2C=CC=C(C12)N1CC=2N=C(N=C(C2CC1)N1C[C@@H](N(CC1)C(C(=C)F)=O)CC#N)OCC1CN(C1)C)F (S)-2-(4-(7-(8-chloro-7-fluoronaphthalen-1-yl)-2-((1-methylazetidin-3-yl)methoxy)-5,6,7,8-tetrahydropyrido[3,4-d]pyrimidin-4-yl)-1-(2-fluoroacryloyl)piperazin-2-yl)acetonitrile